F[C@H]1[C@@H](C[C@@H]2CN(C[C@@H]21)C(=O)OC(C)(C)C)O tert-butyl (3aR,4R,5R,6aS)-4-fluoro-5-hydroxyhexahydrocyclopenta[c]pyrrole-2(1H)-carboxylate